FC1=C(OCCCC2=C(N=CS2)C(=O)O)C=CC(=C1)\C=C\CNC 5-[3-[2-fluoro-4-[(E)-3-(methylamino)prop-1-enyl]phenoxy]propyl]thiazole-4-carboxylic acid